tert-butyl (((4-((S)-2-((S)-2-(3-(2,5-dioxo-2,5-dihydro-1H-pyrrol-1-yl)propanamido)-3-methylbutanamido)propanamido)benzyl)oxy)carbonyl)-D-alaninate O=C1N(C(C=C1)=O)CCC(=O)N[C@H](C(=O)N[C@H](C(=O)NC1=CC=C(COC(=O)N[C@H](C)C(=O)OC(C)(C)C)C=C1)C)C(C)C